Cl.C(C)N=C=NCCCN(C)C 3-(((ethylimino)methylene)amino)-N,N-dimethylpropane-1-amine hydrochloride